C12(CC3CC(CC(C1)C3)C2)NCCCCCCC#CC2=C3CN(C(C3=CC=C2)=O)C2C(NC(CC2)=O)=O 3-(4-(8-((adamantan-1-yl)amino)oct-1-yn-1-yl)-1-oxoisoindolin-2-yl)piperidine-2,6-dione